CN1N=CC(=C1)C=1N=CC=2N(C1)C(=C(N2)C=2C=CC=1N(C2)C(=NN1)C)NC1=CC=CC=C1 6-(1-methyl-1H-pyrazol-4-yl)-2-(3-methyl-[1,2,4]triazolo[4,3-a]pyridin-6-yl)-N-phenylimidazo[1,2-a]pyrazin-3-amine